FC1=C(C(=CC=C1)F)NC=1N(C2=NC(=NC=C2N1)NC(C)C)C1CCC(CC1)C(=O)N (1s,4s)-4-(8-(2,6-difluorophenylamino)-2-(isopropylamino)-9H-purin-9-yl)cyclohexanecarboxamide